1-(methoxymethyl)-3-(oxetan-3-yloxy)-1H-pyrazol-4-amine COCN1N=C(C(=C1)N)OC1COC1